3-amino-6,7,8,9-tetrahydro-5H-cyclohepta[e]thieno[2,3-b]pyridine-2-carboxamide NC1=C(SC2=NC3=C(C=C21)CCCCC3)C(=O)N